ClC=1C=C2C(=NC(=NC2=C(C1C=1C(=CC=C2C=NN(C12)C)C)F)OC[C@H]1N(CCC1)C(C)C)N1C[C@H](N(C[C@@H]1C)C(C=C)=O)C 1-((2R,5S)-4-(6-chloro-7-(1,6-dimethyl-1H-indazol-7-yl)-8-fluoro-2-(((S)-1-isopropylpyrrolidin-2-yl)methoxy)quinazolin-4-yl)-2,5-dimethylpiperazin-1-yl)prop-2-en-1-one